2-[1-[2-cyano-5-(dimethylcarbamoyl)phenyl]-1-phenylpropan-2-yl]-5-methoxy-1-methyl-6-oxopyrimidine-4-carboxylic acid ethyl ester C(C)OC(=O)C=1N=C(N(C(C1OC)=O)C)C(C(C1=CC=CC=C1)C1=C(C=CC(=C1)C(N(C)C)=O)C#N)C